7-(Difluoro-methyl)-9-fluoro-8-(5-fluoro-3-methyl-1H-indol-7-yl)-1,4,4-trimethyl-5H-[1,2,4]triazolo[4,3-a]quinoxaline FC(C=1C=C2NC(C=3N(C2=C(C1C=1C=C(C=C2C(=CNC12)C)F)F)C(=NN3)C)(C)C)F